N1(N=NN=C1)C(=O)OC1=CC=C(C=C1)OC 1H-Tetrazole-1-carboxylic acid, 4-methoxyphenyl ester